(S)-N-((R)-1-(5,6-dihydro-8H-imidazo[2,1-c][1,4]oxazin-2-yl)ethyl)-4-(5-(5-fluoro-2-methoxypyridin-4-yl)-1H-pyrazole-3-carbonyl)-4-azaspiro[2.5]octane-7-carboxamide N=1C(=CN2C1COCC2)[C@@H](C)NC(=O)[C@H]2CCN(C1(CC1)C2)C(=O)C2=NNC(=C2)C2=CC(=NC=C2F)OC